O=C1NC(CCC1N1C(N(C2=C1C=CC=C2CN2CCC(CC2)OC2CCN(CC2)C(=O)OC(C)(C)C)C)=O)=O tert-butyl 4-[[1-[[1-(2,6-dioxo-3-piperidyl)-3-methyl-2-oxo-benzimidazol-4-yl] methyl]-4-piperidyl]oxy]piperidine-1-carboxylate